4,4-diphenylbutyrate C1(=CC=CC=C1)C(CCC(=O)[O-])C1=CC=CC=C1